4-(6-amino-3-iminio-4,5-disulfonato-3H-xanthen-9-yl)isophthalate NC=1C(=C2OC3=C(C(C=CC3=C(C2=CC1)C1=C(C=C(C(=O)[O-])C=C1)C(=O)[O-])=[NH2+])S(=O)(=O)[O-])S(=O)(=O)[O-]